vinyl trans-3-pentenate C(C\C=C\C)(=O)OC=C